C(#N)C1=CC=C(C=C1)C(CN[C@H](C(=O)NC1=NC=C(C=C1)C=1N=CN(C(C1)=O)C)C1=CC=CC=C1)C (S)-2-((2-(4-cyanophenyl)propyl)amino)-N-(5-(1-methyl-6-oxo-1,6-dihydropyrimidin-4-yl)pyridin-2-yl)-2-phenylacetamide